2-(1-benzyl-1,4-diazepan-5-yl)-4-bromothiazole C(C1=CC=CC=C1)N1CCNC(CC1)C=1SC=C(N1)Br